methyl 7-amino-6-fluorobenzo[d][1,3]dioxole-4-carboxylate NC1=C(C=C(C2=C1OCO2)C(=O)OC)F